4-(7-(6-cyano-5-(trifluoromethyl)pyridin-3-yl)-8-oxo-6-thioxo-5,7-diazaspiro[3.4]oct-5-yl)-2-fluoro-N-methylbenzamide C(#N)C1=C(C=C(C=N1)N1C(N(C2(CCC2)C1=O)C1=CC(=C(C(=O)NC)C=C1)F)=S)C(F)(F)F